2-(benzotriazol-2-yl)-4-(5,5'-dimethylhexyl)-6-(2'-hydroxy-3'-tert-butyl-5'-methylbenzyl)phenol N=1N(N=C2C1C=CC=C2)C2=C(C(=CC(=C2)CCCCC(C)(C)C)CC2=C(C(=CC(=C2)C)C(C)(C)C)O)O